2-Hexadecyl-benzimidazole C(CCCCCCCCCCCCCCC)C=1NC2=C(N1)C=CC=C2